C(#N)C1=C(C=CC(=N1)C(=O)NC)N1CCN(CC1)CC=1N=C(SC1)NC(C(CC)=O)=O 6-cyano-N-methyl-5-(4-((2-(2-oxobutanamido)thiazol-4-yl)methyl)piperazin-1-yl)picolinamide